ClC1=C(C=C2C=C(N=CC2=C1)NC(=O)[C@@H]1[C@@H]([C@H]1C=1C=NN(C1)C)C)C1CCN(CC1)[C@]1(COC[C@H]1F)C (1R,2R,3R)-N-(7-chloro-6-(1-((3S,4S)-4-fluoro-3-methyltetrahydrofuran-3-yl)piperidin-4-yl)isoquinolin-3-yl)-2-methyl-3-(1-methyl-1H-pyrazol-4-yl)cyclopropane-1-carboxamide